CC1(CC=C([C@H]2OC=3C=C(C=C(C3C(C2)=O)O)O)C=C1)O 4'-methyl-naringenin